C(CCCCCC\C=C\CC)=O (E)-8-undecenal